NC=1C2=C(N=CN1)N(C=C2C2=NN(C=C2)C)[C@H]2[C@@H]([C@@H]([C@H](O2)C(=O)NC2CCNCC2)O)O (2S,3S,4R,5R)-5-[4-amino-5-(1-methyl-1H-pyrazol-3-yl)-7H-pyrrolo[2,3-d]pyrimidin-7-yl]-3,4-dihydroxy-N-(piperidin-4-yl)oxolane-2-carboxamide